The molecule is an organic sulfide that is the S-adenosyl derivative of L-homocysteine. It has a role as a cofactor, an EC 2.1.1.79 (cyclopropane-fatty-acyl-phospholipid synthase) inhibitor, an EC 2.1.1.72 [site-specific DNA-methyltransferase (adenine-specific)] inhibitor, a fundamental metabolite and an epitope. It is a member of adenosines, an organic sulfide, a homocysteine derivative and a member of homocysteines. It is a conjugate acid of a S-adenosyl-L-homocysteinate. It is a tautomer of a S-adenosyl-L-homocysteine zwitterion. C1=NC(=C2C(=N1)N(C=N2)[C@H]3[C@@H]([C@@H]([C@H](O3)CSCC[C@@H](C(=O)O)N)O)O)N